CCCCCCCCC(CCCCCCCC)OC(CCCCCCCN(CCCCCC(OCCCCCCCCCCC)=O)CCO)=O Heptadecan-9-yl-8-{(2-hydroxyethyl)[6-oxo-6-(undecyloxy)hexyl]amino}octanoate